12-(1-Methoxypropan-2-yl)-12-azatricyclo[6.3.1.02,7]Dodeca-2,4,6-triene COCC(C)N1C2C3=CC=CC=C3C1CCC2